FC1=C(C(=CC=C1)F)CS1C(C(C(C1)=O)C1=NNC(C=C1)(OC)C=1C=NC(=CC1)NC(NOC)=O)=O 1-[(2,6-difluorophenyl)methyl]-6-{6-[(methoxycarbamoyl)amino]pyridin-3-yl}-3-(6-methoxypyridazin-3-yl)-2,4-dioxothiophen